BrC1=CC=C(C=C1)C(C(F)(F)F)O 1-(4-bromophenyl)-2,2,2-trifluoroethane-1-ol